Cl.Cl.C12(CC(C1)C2)NN {bicyclo[1.1.1]pentan-1-yl}hydrazine dihydrochloride